C(C)C1=CC2=C(N[C@@H](CC(N2)=O)C)C(=N1)C=1C=CC=C2C=C(N=CC12)C=1C=CC(=NC1)C(=O)O (R)-5-(8-(8-Ethyl-4-methyl-2-oxo-2,3,4,5-tetrahydro-1H-pyrido[3,4-b][1,4]diazepin-6-yl)isoquinolin-3-yl)picolinic acid